COC(=O)[C@@H]1OC(O[C@H]1C1=C(C=CC=C1Cl)Cl)C (4r,5s)-methyl-5-(2,6-dichlorophenyl)-2-methyl-1,3-dioxolan-4-carboxylate